Oxaloglutamate C(=O)(C(=O)O)N[C@@H](CCC(=O)[O-])C(=O)[O-]